3-Bromo-2-methoxybenzenesulfonyl chloride BrC=1C(=C(C=CC1)S(=O)(=O)Cl)OC